IC1=CC=C(C=C1)NC(NCCCNC(OC(C)(C)C)=O)=O tert-butyl (3-(3-(4-iodophenyl)ureido)propyl)carbamate